1,3,5-triazinylbiphenyl N1=C(N=CN=C1)C1=C(C=CC=C1)C1=CC=CC=C1